para-xylenebenzonitrile C=1(C(=CC(=CC1)C)C1=CC=CC=C1C#N)C